C(C)(C)(C)OC(=O)N(CCC1=NC(=CC=C1[N+](=O)[O-])OC)CC1=C(C=CC(=C1Cl)F)NC1=C(C(=O)OC)C=C(C(=C1)F)F methyl 2-((2-(((tert-butoxycarbonyl)(2-(6-methoxy-3-nitropyridin-2-yl)ethyl)amino)methyl)-3-chloro-4-fluorophenyl)amino)-4,5-difluorobenzoate